5-(methoxymethyl)-2-(4-methyl-5-keto-4-prop-2-yl-1H-imidazol-2-yl)pyridine-3-carboxylic acid COCC=1C=C(C(=NC1)C=1NC(C(N1)(C(C)C)C)=O)C(=O)O